FC1=C(C=C2C(=N1)C(OCC2)(C)C)C(=O)O 2-fluoro-8,8-dimethyl-5,6-dihydropyrano[3,4-b]pyridine-3-carboxylic acid